NC=1C2=C(N=CN1)C(=CS2)C(=O)NC2=C1C=CN=C(C1=CC=C2C)C(O)C2=C(C=CC=C2)F 4-Amino-N-(1-((2-fluorophenyl)(hydroxy)methyl)-6-methylisoquinolin-5-yl)thieno[3,2-d]pyrimidine-7-Carboxamide